methyl-1,4,6,7-tetrahydro-5H-imidazo[4,5-c]pyridin CN1C=NC=2CNCCC21